tert-butyl (1-(2-(N-methylcyclopropanesulfonamido)thiazol-4-yl)cyclopropyl)carbamate CN(S(=O)(=O)C1CC1)C=1SC=C(N1)C1(CC1)NC(OC(C)(C)C)=O